C(CCCCCCCCCCCCC)(=O)OC(C(CC)CC)CCCCCC diethyl-2-octyl myristate